(2R,3R,4S,5S,6S)-2-Azido-6-([18F]fluoromethyl)tetrahydro-2H-pyran-3,4,5-triol N(=[N+]=[N-])[C@@H]1O[C@@H]([C@H]([C@@H]([C@H]1O)O)O)C[18F]